ethyl 3,3,3-trifluoro-2-hydroxy-2-[1-[(1S)-1-[(2S,4R)-4-hydroxy-2-(methylcarbamoyl)pyrrolidine-1-carbonyl]-2,2-dimethyl-propyl]triazol-4-yl]propanoate FC(C(C(=O)OCC)(C=1N=NN(C1)[C@@H](C(C)(C)C)C(=O)N1[C@@H](C[C@H](C1)O)C(NC)=O)O)(F)F